CN1N=CC(=C1)C1=CC2=C(N=CN=C2N2CC3CCC(C2)N3C3CC(C3)C#N)N1 3-(3-(6-(1-methyl-1H-pyrazol-4-yl)-7H-pyrrolo[2,3-d]pyrimidin-4-yl)-3,8-diazabicyclo[3.2.1]octan-8-yl)cyclobutane-1-carbonitrile